2-propyl-1-decanol C(CC)C(CO)CCCCCCCC